(S)-3-Fluoro-9-(2-fluoropyridin-3-yl-methyl)-2-((R)-3-methylmorpholin-4-yl)-8-trifluoromethyl-6,7,8,9-tetrahydro-pyrimido[1,2-a]-pyrimidin-4-one FC1=C(N=C2N(C1=O)CC[C@H](N2CC=2C(=NC=CC2)F)C(F)(F)F)N2[C@@H](COCC2)C